N-(4-(2-chloro-5-fluorophenoxy)-3-(1,3-dioxoisoindolin-2-yl)-7-(hydroxymethyl)-1H-indazol-5-yl)-3-fluoro-5-(trifluoromethyl)benzamide ClC1=C(OC2=C3C(=NNC3=C(C=C2NC(C2=CC(=CC(=C2)C(F)(F)F)F)=O)CO)N2C(C3=CC=CC=C3C2=O)=O)C=C(C=C1)F